3-(2-(trifluoromethyl)-indol-3-yl)quinoxalinone FC(C=1NC2=CC=CC=C2C1C=1C(NC2=CC=CC=C2N1)=O)(F)F